C(CCCCCCCCCCCCCCCCCCCCCCCCCCCCCCCCCC)(=O)OCCCCCCCCCCCCCCCCCCCCCCCC lignoceryl pentatriacontanoate